FC=1C=CC(=NC1)C(N1C[C@@H](N(C[C@H]1C)C1=CC(N(C=2C=CC(=NC12)C#N)C)=O)C)C1=CC=C(C=C1)C 8-((2s,5r)-4-((5-fluoropyridin-2-yl)(p-tolyl)methyl)-2,5-dimethylpiperazin-1-yl)-5-methyl-6-oxo-5,6-dihydro-1,5-naphthyridine-2-carbonitrile